3-((3-((3,4-dihydroxy-5-((3,4,5-trihydroxybenzoyl) oxy) benzoyl) oxy)-4,5-dihydroxybenzoyl) oxy)-4,5-dihydroxybenzoate OC=1C=C(C(=O)OC=2C=C(C(=O)OC=3C=C(C(=O)[O-])C=C(C3O)O)C=C(C2O)O)C=C(C1O)OC(C1=CC(=C(C(=C1)O)O)O)=O